5-chloro-N-((S)-8-chloro-5-methyl-4-oxo-2,3,4,5-tetrahydropyrido[3,2-b][1,4]oxazepin-3-yl)-4-(4-methylmorpholin-2-yl)-pyrimidine-2-carboxamide ClC=1C(=NC(=NC1)C(=O)N[C@@H]1C(N(C2=C(OC1)C=C(C=N2)Cl)C)=O)C2CN(CCO2)C